FC=1C=C(C=C(C1)OC)CC(=O)N 3-fluoro-5-methoxyphenylacetamide